7-(benzyloxy)heptan-1-ol C(C1=CC=CC=C1)OCCCCCCCO